6-methyl-7-hydroxy-3,5-heptadien-1-one CC(=CC=CCC=O)CO